C(C)OC(C1=C(C=C(C(=C1)C)O)C)=O 2,5-dimethyl-4-hydroxybenzoic acid ethyl ester